[OH-].CC1(C(N(C=2C=CC3=C(C12)C=CC=C3)CCCCS(=O)(=O)O)=CC=CC=CC3=[N+](C=1C=CC2=C(C1C3(C)C)C=CC=C2)CCCCS(=O)(=O)O)C 2-[5-[1,1-Dimethyl-3-(4-sulfobutyl)-1,3-dihydro-benzo[e]indol-2-ylidene]-penta-1,3-dienyl]-1,1-dimethyl-3-(4-sulfobutyl)-1H-benzo[e]indolium hydroxide